[1-[3-ethoxycarbonyl-5-(trifluoromethyl)phenyl]pyrazole-4-yl]boronic acid C(C)OC(=O)C=1C=C(C=C(C1)C(F)(F)F)N1N=CC(=C1)B(O)O